BrC1=C(C=NN1C)COC1C[C@H]2COC[C@@H](C1)N2C(=O)OC(C)(C)C ENDO-tert-butyl (1R,5S,7s)-7-((5-bromo-1-methyl-1H-pyrazol-4-yl)methoxy)-3-oxa-9-azabicyclo[3.3.1]nonane-9-carboxylate